5-chloro-8-(2,6-difluorophenyl)-N-(2-fluoroethyl)-2,3,7,9,11-pentazatricyclo[8.4.0.02,6]tetradeca-1(10),3,5,7,11,13-hexaene-13-carboxamide ClC=1C=NN2C=3C=C(C=NC3NC(=NC12)C1=C(C=CC=C1F)F)C(=O)NCCF